ClC=1C=2N(C=CN1)C(=NC2)CCOC 8-Chloro-3-(2-methoxyethyl)imidazo[1,5-a]pyrazine